C(C)OC=1C=C(C=C(C1)C1=CC(=CC=C1)OCC)CN1CCN(CC1)C1=CC=C(N=N1)C(=O)NS(=O)(=O)C1=CC(=C(C=C1)NCCSC1=CC=CC=C1)C(F)(F)F 6-[4-[[3-Ethoxy-5-(3-ethoxyphenyl)phenyl]methyl]piperazin-1-yl]-N-[4-(2-phenylsulfanylethylamino)-3-(trifluoromethyl)phenyl]sulfonylpyridazine-3-carboxamide